FC=1C=C(C=CC1OC1=CC(=NC=C1)C(F)(F)F)CO (3-fluoro-4-((2-(trifluoro-methyl)pyrid-4-yl)oxy)phenyl)methanol